BrC=1C(=NC=CC1N1N=C(N=C1CN(C(OC(C)(C)C)=O)C)C)Cl tert-butyl ((1-(3-bromo-2-chloropyridin-4-yl)-3-methyl-1H-1,2,4-triazol-5-yl)methyl)(methyl)carbamate